NC1=CC=C(C=C1)N(C(CN1CCN(CC1)C)=O)C N-(4-aminophenyl)-N-methyl-2-(4-methylpiperazine-1-yl)acetamide